CC1=C(C(=CC(=C1)N1C2=C(OCCC1)C=C(C=C2)C)C)NC(CC(C)(C)C)=O N-(2,6-dimethyl-4-(8-methyl-3,4-dihydrobenzo[b][1,4]oxazepin-5(2H)-yl)phenyl)-3,3-dimethylbutanamide